CC1(COC2=CC(=CC=C2C1NC(O[C@@H]1CN2CCC1CC2)=O)C=2C=C(C=CC2)C)C (S)-quinuclidin-3-yl (3,3-dimethyl-7-(m-tolyl)chroman-4-yl)carbamate